N-methyl-N-hydroxyethyl-para-methylaniline sodium cytidine-5'-diphosphate choline salt OCC[N+](C)(C)C.P([O-])(=O)(OP(=O)([O-])O)OC[C@@H]1[C@H]([C@H]([C@@H](O1)N1C(=O)N=C(N)C=C1)O)O.[Na+].CN(C1=CC=C(C=C1)C)CCO